ethyl-2-(3-chloropyridin-2-yl)-5-hydroxy-3-pyrazolidinecarboxamide C(C)N1N(C(CC1O)C(=O)N)C1=NC=CC=C1Cl